C(C1=CC=CC=C1)[SiH](O[Si](C)(C)O[Si](C)(C)C)O[SiH](C)C benzyl-(dimethylsilyloxy)[(trimethylsiloxy)dimethylsiloxy]silane